3-(6-(4-((4-(6-chloropyridin-2-yl)piperazin-1-yl)methyl)benzyl)-2-oxobenzo[cd]indol-1(2H)-yl)piperidine-2,6-dione ClC1=CC=CC(=N1)N1CCN(CC1)CC1=CC=C(CC=2C=3C4=C(C(N(C4=CC2)C2C(NC(CC2)=O)=O)=O)C=CC3)C=C1